FCCCN1C[C@H](CC1)NC=1C=NC(=CC1)C1N(C(CC2=C1NC1=CC3=C(C=C21)CC3)C)CC(F)(F)F N-((S)-1-(3-fluoropropyl)pyrrolidin-3-yl)-6-(3-methyl-2-(2,2,2-trifluoroethyl)-2,3,4,6,7,9-hexahydro-1H-cyclobuta[f]pyrido[3,4-b]indol-1-yl)pyridin-3-amine